(9H-Fluoren-9-yl)methyl (R)-3-(2,2,5,5-tetramethyl-1,3-dioxane-4-carboxamido)propanoate [(9H-Fluoren-9-yl)methyl (R)-3-(2,2,5,5-tetramethyl-1,3-dioxane-4-carboxamido)propanoate] C1=CC=CC=2C3=CC=CC=C3C(C12)C[C@@H](C(=O)O)CNC(=O)C1OC(OCC1(C)C)(C)C.CC1(OCC([C@@H](O1)C(=O)NCCC(=O)OCC1C2=CC=CC=C2C=2C=CC=CC12)(C)C)C